C(CCCCCCC\C=C/CCCCCCCC)(=O)N[C@@H](CO)[C@@H](CCCCCCCCCCCCC)O (2S,3R)-2-oleoylaminohexadecane-1,3-diol